OC=1C=C2CCN(CC2=CN1)C(=O)C1CCOCC1 (6-hydroxy-3,4-dihydro-2,7-naphthyridin-2(1H)-yl)(tetrahydro-2H-pyran-4-yl)methanone